ClC=1C=CC(=NC1)COC1=NN=C(S1)NC(C1=CN=C(C=C1C1=C(C=CC=C1F)OC(F)F)C#N)=O N-(5-((5-chloropyridin-2-yl)methoxy)-1,3,4-thiadiazol-2-yl)-6-cyano-4-(2-(difluoromethoxy)-6-fluorophenyl)nicotinamide